FC(OC1=C(C=C(C=C1)SC)C1=NN(C=C1NC(=O)C=1C=NN2C1N=CC=C2)CC(=O)N2CCC(CC2)N2CC=1N(CC2)N=CC1)F N-[3-[2-(difluoromethoxy)-5-methylsulfanyl-phenyl]-1-[2-[4-(6,7-dihydro-4H-pyrazolo[1,5-a]pyrazin-5-yl)-1-piperidyl]-2-oxo-ethyl]pyrazol-4-yl]pyrazolo[1,5-a]pyrimidine-3-carboxamide